C1=CC=C(C=2OC3=C(C21)C=CC=C3)NC3=NC=CC=C3NC N2-(dibenzo[b,d]furan-4-yl)-N3-methylpyridine-2,3-diamine